OC(C[C@H]1NC(OC1)=O)(C)C (4R)-4-(2-hydroxy-2-methyl-propyl)oxazolidin-2-one